benzyl (5-amino-6-methoxypyridin-2-yl)(methyl)carbamate NC=1C=CC(=NC1OC)N(C(OCC1=CC=CC=C1)=O)C